(R)-6-chloro-3-((1-(3-cyclopropyl-6-methyl-2-(4-(2-methylpyrimidin-5-yl)piperidin-1-yl)-4-oxo-3,4-dihydroquinazolin-8-yl)ethyl)amino)-N-(methylsulfonyl)picolinamide ClC1=CC=C(C(=N1)C(=O)NS(=O)(=O)C)N[C@H](C)C=1C=C(C=C2C(N(C(=NC12)N1CCC(CC1)C=1C=NC(=NC1)C)C1CC1)=O)C